NC1=NC=2C=C(C(=CC2C2=C1COC2)C(=O)N([C@@H]2COC1=NC(=CC=C12)C(F)(F)F)C)F 4-amino-7-fluoro-N-methyl-N-((3S)-6-(trifluoromethyl)-2,3-dihydrofuro[2,3-b]pyridin-3-yl)-1,3-dihydrofuro[3,4-c]-quinoline-8-carboxamide